NC1CC(CC1)CCNC=1C(=NC(=CC1)N1CC(OC(C1)C)C)C N-(2-(3-aminocyclopentyl)ethyl)-6-(2,6-dimethylmorpholino)-2-methylpyridin-3-amine